(6-(4-Cyclopropyl-5-(2-fluorophenyl)-1H-pyrazol-1-yl)-2-azaspiro[3.3]heptan-2-yl)(2-fluoro-5-hydroxyphenyl)methanone choline OCC[N+](C)(C)C.C1(CC1)C=1C=NN(C1C1=C(C=CC=C1)F)C1CC2(CN(C2)C(=O)C2=C(C=CC(=C2)O)F)C1